Tert-butyl (3S)-3-methyl-1,4-diazepane-1-carboxylate C[C@H]1CN(CCCN1)C(=O)OC(C)(C)C